NC=1C=CC(=C(C#N)C1)C1=C(C=2N(C=N1)N=C(N2)OCC2=NC=CC=C2C)C2=CN(C(C=C2)=O)CC 5-amino-8-(1-ethyl-6-oxo-1,6-dihydropyridin-3-yl)-2-(((3-methylpyridin-2-yl)methoxy)-[1,2,4]triazolo[1,5-c]pyrimidin-7-yl)benzonitrile